O=C1NC(CCC1N1C(C2=CC=C(C=C2C1)CN1CCN(CC1)C1CCN(CC1)C1=CC=C(C(=O)NC2=CC(=C(C=C2)C)NC2=NC=CC(=N2)C=2C=NC=CC2)C=C1)=O)=O 4-(4-(4-((2-(2,6-dioxopiperidin-3-yl)-1-oxoisoindolin-5-yl)methyl)piperazine-1-yl)piperidin-1-yl)-N-(4-methyl-3-((4-(pyridin-3-yl)pyrimidin-2-yl)amino)phenyl)benzamide